FC1=C(C(=O)NC2=C(C3=C(N(C(=N3)C)C)C=C2)N2[C@@H](CCC2)CO)C=CN=C1C1=C(C=CC=C1OC)F 3-fluoro-2-(2-fluoro-6-methoxyphenyl)-N-(4-((S)-2-(hydroxymethyl)pyrrolidin-1-yl)-1,2-dimethyl-1H-benzo[d]imidazol-5-yl)isonicotinamide